tri-i-pentyl-trimellitic acid C(CC(C)C)C=1C(=C(C(=C(C1C(=O)O)C(=O)O)CCC(C)C)C(=O)O)CCC(C)C